styryl-oxirane C(=CC1=CC=CC=C1)C1OC1